(2R,3S,4R,5S,6R)-2-(acetoxymethyl)-6-(4-cyanopyridin-2-yl)tetrahydro-2H-pyran-3,4,5-triyl triacetate C(C)(=O)O[C@H]1[C@H](O[C@@H]([C@@H]([C@H]1OC(C)=O)OC(C)=O)C1=NC=CC(=C1)C#N)COC(C)=O